C1(CCCC(N1)=O)=O (R)-GLUTARIMID